1-(4-carboxyphenyl)-2-pyrazoline C(=O)(O)C1=CC=C(C=C1)N1N=CCC1